2-(4-methylphenoxy)-N-phenyl-N-thiazol-2-yl-acetamide CC1=CC=C(OCC(=O)N(C=2SC=CN2)C2=CC=CC=C2)C=C1